OCC1CCC(CC1)C1=CC=C2C(C(NC2=C1)=O)(C)C 6-(4-(hydroxymethyl)cyclohexyl)-3,3-dimethylindolin-2-one